[2-(4-methylpiperazin-1-yl)-5-nitrophenyl]acetic acid CN1CCN(CC1)C1=C(C=C(C=C1)[N+](=O)[O-])CC(=O)O